(S)-8-(2-(tert-butyl)pyrimidin-5-yl)-3-methyl-6-oxo-3,4-dihydro-2H,6H-pyrido[2,1-b][1,3]thiazine-7-carbonitrile C(C)(C)(C)C1=NC=C(C=N1)C=1C=C2SC[C@H](CN2C(C1C#N)=O)C